2-(butylsulfanyl)-1,3-benzothiazole C(CCC)SC=1SC2=C(N1)C=CC=C2